COC(C1=CC(=C(C=C1)OC)C(=O)N1CCC2=CC(=C(C=C12)C1=C(C=CC=C1)OCCNC(=O)OC(C)(C)C)F)=O 3-[6-[2-[2-(Tert-Butoxycarbonylamino)ethoxy]phenyl]-5-fluoro-indoline-1-carbonyl]-4-methoxybenzoic acid methyl ester